2-((4-(6-((4-(cyclopropanecarbonyl)-2-fluorobenzyl)oxy)pyridine-2-yl)piperidin-1-yl)methyl)-1-((1-(fluoromethyl)cyclopropyl)methyl)-1H-benzo[d]imidazole-6-carboxylic acid C1(CC1)C(=O)C1=CC(=C(COC2=CC=CC(=N2)C2CCN(CC2)CC2=NC3=C(N2CC2(CC2)CF)C=C(C=C3)C(=O)O)C=C1)F